1,3-di-nitropropane [N+](=O)([O-])CCC[N+](=O)[O-]